NCC#CC=1OC(=C(N1)C(=O)OCC)C#CCNC(C[C@H]1C=2N(C3=C(C(=N1)C1=CC=C(C=C1)Cl)C(=C(S3)C)C)C(=NN2)C)=O ethyl (S)-2-(3-aminoprop-1-yn-1-yl)-5-(3-(2-(4-(4-chlorophenyl)-2,3,9-trimethyl-6H-thieno[3,2-f][1,2,4]triazolo[4,3-a][1,4]diazepin-6-yl)acetamido)prop-1-yn-1-yl)oxazole-4-carboxylate